trimethylolpropaneOne C(O)C(C(C)=O)(CO)CO